5-((4-(5-(4-fluorophenyl)-5H-pyrrolo[3,2-d]pyrimidin-7-yl)piperidin-1-yl)methyl)-1H-benzo[d]imidazol-2(3H)-one FC1=CC=C(C=C1)N1C=C(C=2N=CN=CC21)C2CCN(CC2)CC2=CC1=C(NC(N1)=O)C=C2